1,3-dimethyl-5-Fluoropyrazol CN1N=C(C=C1F)C